C1(CC1)N1CCP(CC1)(=O)C1=CC(=C(C=C1)NC=1N=C(C2=C(N1)NC=C2C#N)NCC2CC2)OC 2-((4-(1-cyclopropyl-4-oxido-1,4-azaphosphinan-4-yl)-2-methoxyphenyl)amino)-4-((cyclopropylmeth-yl)amino)-7H-pyrrolo[2,3-d]pyrimidine-5-carbonitrile